4-((2-hydroxyethyl)sulfonamido)-N-(2-oxo-1-(4,4,4-trifluorobutyl)-1,2-dihydropyridin-3-yl)-2-(6-azaspiro[2.5]octan-6-yl)benzamide OCCS(=O)(=O)NC1=CC(=C(C(=O)NC=2C(N(C=CC2)CCCC(F)(F)F)=O)C=C1)N1CCC2(CC2)CC1